C(#C)C1=C(C(=C(C(=C1F)C#C)F)C#C)F 1,3,5-tri-ethynyl-2,4,6-trifluoro-benzene